heneicosyl-benzene C(CCCCCCCCCCCCCCCCCCCC)C1=CC=CC=C1